ClC1=C(C=C2CCNCC2=C1)NC1=NC=C(C(=N1)C1=CC2=C(CNCCS2(=O)=O)S1)C(F)(F)F 7-(2-((7-chloro-1,2,3,4-tetrahydroisoquinolin-6-yl)amino)-5-(trifluoromethyl)pyrimidin-4-yl)-2,3,4,5-tetrahydrothieno[2,3-f][1,4]thiazepine 1,1-dioxide